C(CCCCC(C)C)C(C(=O)[O-])S.C(CCCCC(C)C)C(C(=O)[O-])S.C(CCC)[Sn+2]CCCC dibutyl-tin bis(isooctylthioglycolate)